O=C1N(C(CC1)=O)CC(C(=O)O)C 3-(2,5-Dioxopyrrolidin-1-yl)-2-methylpropanoic acid